2-(4-(5-chloro-2-propionylphenyl)-5-methoxy-2-oxopyridin-1(2H)-yl)-3-phenylpropionic acid tert-butyl ester C(C)(C)(C)OC(C(CC1=CC=CC=C1)N1C(C=C(C(=C1)OC)C1=C(C=CC(=C1)Cl)C(CC)=O)=O)=O